NC1=C(C=NN1C1=C(C=NC(=C1)N1C[C@@H](O[C@H](C1)C)C)N)F 4-(5-amino-4-fluoro-pyrazol-1-yl)-6-[(2S,6S)-2,6-dimethylmorpholin-4-yl]pyridin-3-amine